Cl.F\C=C(\CN)/COC=1C=C2C=CC(=NC2=CC1)C1=CC=C(C=C1)F (Z)-3-fluoro-2-[[2-(4-fluorophenyl)-6-quinolyl]oxymethyl]prop-2-en-1-amine hydrochloride